N-(2-(1-(3-chloro-4-((3,5-difluoropyridin-2-yl)methoxy-d2)-5',6-dimethyl-2-carbonyl-2H-[1,4'-bipyridyl]-2'-yl)-4-fluoro-1H-pyrazol-3-yl)propan-2-yl)-N-methylacetamide ClC=1C(N(C(=CC1OC([2H])([2H])C1=NC=C(C=C1F)F)C)C1=CC(=NC=C1C)N1N=C(C(=C1)F)C(C)(C)N(C(C)=O)C)=C=O